CC1C=CCCC=CC1 3-methyl-1,5-cyclooctadiene